5-((4-(hydroxymethyl)benzyl)oxy)-2-(isoindolin-2-ylmethyl)-4H-pyran-4-one OCC1=CC=C(COC=2C(C=C(OC2)CN2CC3=CC=CC=C3C2)=O)C=C1